C(C)(C)(C)OOC(CCCCCC(C)(C)C)=O t-butylperOxyneodecaneate